C(C)(C)(C)OC(NCCN1CCN(CC1)C1=NC(=C(C(=C1C#N)CC)C#N)SC(C(=O)N)C1=CC=CC=C1)=O (2-(4-(6-((2-amino-2-oxo-1-phenylethyl)thio)-3,5-dicyano-4-ethylpyridin-2-yl)piperazin-1-yl)ethyl)carbamic acid tert-butyl ester